Cl.CC12C(CN(CC1)CC2)=O 4-methyl-quinuclidin-3-one hydrochloride salt